(R)-4-(6-((4-chloro-2-fluorobenzyl)oxy)-3-(hydroxymethyl)pyridin-2-yl)-3-(hydroxymethyl)piperazine-1-carboxylic acid tert-butyl ester C(C)(C)(C)OC(=O)N1C[C@@H](N(CC1)C1=NC(=CC=C1CO)OCC1=C(C=C(C=C1)Cl)F)CO